ClC=1C=NC(=NC1)OC1=C2C(=NC(=NC2=CC=C1)C(F)(F)F)C1=CC(=NO1)C(F)F 5-[5-(5-chloropyrimidin-2-yl)oxy-2-(trifluoromethyl)quinazolin-4-yl]-3-(difluoromethyl)isoxazole